C(C)(C)C=1N=C(C2=C(N1)COC2)NC=2N=CN(C2)C2=CC(=C(C(=C2)OC)OC)OC 2-isopropyl-N-(1-(3,4,5-trimethoxyphenyl)-1H-imidazol-4-yl)-5,7-dihydrofuro[3,4-d]pyrimidin-4-amine